C(CCCCCCCCCCCCCC=CCCCCCCCC)(=O)OCCCCCCCCCCCCCCCCCCCCCCCCCC hexacosyl tetracos-15-enoate